C(CCCCCCCCCCCCCCCC)(=O)OCC(O)CO glycerol margarate